1,1'-biisoquinoline C1(=NC=CC2=CC=CC=C12)C1=NC=CC2=CC=CC=C12